tert-butyl (6-bromo-2-chloro-3-methoxyphenyl)carbamate BrC1=CC=C(C(=C1NC(OC(C)(C)C)=O)Cl)OC